C12CCC(CC1)N2C2=NC=C(C(=C2)N)Cl 2-((1s,4s)-7-azabicyclo[2.2.1]heptan-7-yl)-5-chloropyridin-4-amine